C(C)OC(C(CC1=C(NC2=C(C=C(C=C12)F)F)C1=CC=C(C=C1)F)(F)F)=O 3-[5,7-difluoro-2-(4-fluorophenyl)-1H-indol-3-yl]-2,2-difluoro-propionic acid ethyl ester